methyl 2',4'-difluoro-3'-nitro-[1,1'-biphenyl]-4-carboxylate FC1=C(C=CC(=C1[N+](=O)[O-])F)C1=CC=C(C=C1)C(=O)OC